1,3-dioxaindoline-2-carboxylic acid tert-butyl ester C(C)(C)(C)OC(=O)C1OC2=CC=CC=C2O1